sulfonium methyl-styrene sulfonium salt [SH3+].CC=CC1=CC=CC=C1.[SH3+]